C(C)S(=O)(=O)NC1=CC=C(C=C1)C1=C2C(=NC(=C1)NC(=O)C1CC1)NC=C2C N-(4-(4-(ethylsulfonylamino)phenyl)-3-methyl-1H-pyrrolo[2,3-b]pyridin-6-yl)cyclopropylcarboxamide